2-[(1S)-2,2-difluorocyclopropyl]-7-ethoxy-N-(6-methoxy-2-pyridinyl)imidazo[1,2-a]pyridine-6-carboxamide FC1([C@@H](C1)C=1N=C2N(C=C(C(=C2)OCC)C(=O)NC2=NC(=CC=C2)OC)C1)F